C(C)(=O)OC1=C(C=CC(=C1)C1CC1)N1N=C2CCN(C[C@H]3C2=C1CCN3C(C3=CN=C(C(=C3N)F)C(F)(F)F)=O)C(C=C)=O |o1:20| (R or S)-2-(7-acryloyl-5-(4-amino-5-fluoro-6-(trifluoromethyl)nicotinoyl)-3,4,5,5a,6,7,8,9-octahydro-2H-1,2,5,7-tetraazabenzo[cd]azulen-2-yl)-5-cyclopropylphenyl acetate